6-(7,8-dimethyl-[1,2,4]triazolo[4,3-b]pyridazin-6-yl)-N-(5-fluoro-2-methylpyridin-4-yl)-5,6,7,8-tetrahydro-1,6-naphthyridin-5,5,7,7-d4-3-amine CC1=C(C=2N(N=C1N1C(C=3C=C(C=NC3CC1([2H])[2H])NC1=CC(=NC=C1F)C)([2H])[2H])C=NN2)C